C(C1=CC=CC=C1)N1C2=C(S(CC1)=O)C=CC(=C2)NC(=O)NC2=CC=C1C=CNC1=C2 1-(4-benzyl-1-oxido-3,4-dihydro-2H-benzo[b][1,4]thiazin-6-yl)-3-(1H-indol-6-yl)urea